C1(CC1)C=1C=C(C(N(C1)C)=O)OC1=NC=2C(=NC(=CC2)OC2=CC(=NC=C2)NC(C)=O)N1C N-(4-((2-((5-cyclopropyl-1-methyl-2-oxo-1,2-dihydropyridin-3-yl)oxy)-3-methyl-3H-imidazo[4,5-b]pyridin-5-yl)oxy)pyridin-2-yl)acetamide